2,3-difluoro-5-(5-fluoropyridin-3-yl)-N-(6-methylpyridin-2-yl)benzamide FC1=C(C(=O)NC2=NC(=CC=C2)C)C=C(C=C1F)C=1C=NC=C(C1)F